8-bromo-2-(3,3-dimethylpiperidin-1-yl)-3,6-dimethylquinazolin-4(3H)-one BrC=1C=C(C=C2C(N(C(=NC12)N1CC(CCC1)(C)C)C)=O)C